2,6-dibromopimelic acid BrC(C(=O)O)CCCC(C(=O)O)Br